N-(2,2,2-trifluoroethyl)-2-[[4-[5-(trifluoromethyl)-1,2,4-oxadiazol-3-yl]phenyl]methyl]-4-thiazolecarboxamide FC(CNC(=O)C=1N=C(SC1)CC1=CC=C(C=C1)C1=NOC(=N1)C(F)(F)F)(F)F